O1COCC1OC(CCCCBr)=O [1,3]dioxolan-5-yl-5-bromopentanoate